1-hexyl-3-methylimidazolium 2-(2-fluoroanilino)-pyridinate FC1=C(NC2(NC=CC=C2)C(=O)[O-])C=CC=C1.C(CCCCC)N1C=[N+](C=C1)C